O(C1=CC=CC=C1)C1=C(C=CC=C1)SC1=C(C=C(C=C1)C)C (2,4-dimethylphenyl) (2-phenoxyphenyl) sulfide